bis((2-(3,5-bis(trifluoromethyl)benzoyl)-1-oxo-1H-inden-3-yl)oxy)manganese FC(C=1C=C(C(=O)C=2C(C3=CC=CC=C3C2O[Mn]OC2=C(C(C3=CC=CC=C23)=O)C(C2=CC(=CC(=C2)C(F)(F)F)C(F)(F)F)=O)=O)C=C(C1)C(F)(F)F)(F)F